C(CC)OC(=O)C(CC)CCBr 5-bromopentane-3-carboxylic acid propyl ester